FC(C1CC(C1)C(=O)O)(F)F 3-(trifluoromethyl)-cyclobutanecarboxylic acid